(S)-6-(4-(methoxycarbonyl)phenyl)-3,6-dihydro-[4,4'-bipyridine]-1(2H)-carboxylic acid benzyl ester C(C1=CC=CC=C1)OC(=O)N1CCC(=C[C@H]1C1=CC=C(C=C1)C(=O)OC)C1=CC=NC=C1